FC1([C@@H]([C@H](CCC1)N([C@@H]1CN(CC1)C(C)C)C)NC(=O)N1C[C@@H]2CN(C[C@@H]2C1)C1=CC=CC=C1)F (3aR,6aS)-N-[(1R,6S)-2,2-difluoro-6-{methyl[(3S)-1-(propan-2-yl)pyrrolidin-3-yl]amino}cyclohexyl]-5-phenylhexahydropyrrolo[3,4-c]pyrrole-2(1H)-carboxamide